OC1[C@H](NCC1CO)C(=O)O 3-hydroxy-4-hydroxymethylproline